ClC1=C(C=CC(=C1)F)N1CC2(C1)CC(C2)OC=2C=CC(=NC2C(=O)N[C@H]2CN(CC2)C(=O)OC(C)(C)C)C=2C(=NC=CC2)OCC tert-butyl (R)-3-(5-((2-(2-chloro-4-fluorophenyl)-2-azaspiro[3.3]heptan-6-yl)oxy)-2'-ethoxy-[2,3'-bipyridine]-6-carboxamido)pyrrolidine-1-carboxylate